3-cyclopropyl-1-(4-fluorobenzyl)-N5-methyl-1H-pyrazole-3,5-dicarboxamide C1(CC1)C1(NN(C(=C1)C(=O)NC)CC1=CC=C(C=C1)F)C(=O)N